2-[2-methylsulfanyl-5-(trifluoromethyl)pyrimidin-4-yl]oxycyclobutanol CSC1=NC=C(C(=N1)OC1C(CC1)O)C(F)(F)F